(adamantan-1-yl)-N-(9,9-dimethyl-fluoren-2-yl)amine C12(CC3CC(CC(C1)C3)C2)NC2=CC=3C(C1=CC=CC=C1C3C=C2)(C)C